7-{3-[(2-ethoxyethyl)carbamoyl]azetidin-1-yl}-6-fluoro-5-methyl-4-oxo-1-(1,3-thiazol-2-yl)-1,4-dihydro-1,8-naphthyridine-3-carboxylic acid C(C)OCCNC(=O)C1CN(C1)C1=C(C(=C2C(C(=CN(C2=N1)C=1SC=CN1)C(=O)O)=O)C)F